CC(=O)NCCCCC(=O)C(=O)O The molecule is a member of the class of acetamides that is the acetyl derivative of 6-amino-2-oxohexanoic acid. It has a role as a metabolite. It is a 2-oxo monocarboxylic acid and a member of acetamides. It derives from a 6-amino-2-oxohexanoic acid. It is a conjugate acid of a 6-acetamido-2-oxohexanoate.